6-(2-(2-fluorophenyl)pyridin-4-yl)pyrimidine-4,6-diamine FC1=C(C=CC=C1)C1=NC=CC(=C1)C1(C=C(N=CN1)N)N